1-phenyl-2-(N-methylamino)ethanol C1(=CC=CC=C1)C(CNC)O